(E)-2-bromo-2-(1,3-dithian-2-yl)phenyl 3-(pyridin-4-yl)acrylate N1=CC=C(C=C1)/C=C/C(=O)OC1C(C=CC=C1)(C1SCCCS1)Br